CC1=NC=C(C=C1NC(=O)C=1C=C2C(=NC1)NC(=C2)C2=CC(=NC=C2)N2CCOCC2)NC(CN2[C@H](CCC2)C)=O (S)-N-(2-methyl-5-(2-(2-methylpyrrolidin-1-yl)acetamido)pyridin-3-yl)-2-(2-morpholinopyridin-4-yl)-1H-pyrrolo[2,3-b]pyridine-5-carboxamide